2-(4-bromothien-2-yl)acetic acid BrC=1C=C(SC1)CC(=O)O